C1(=CC=CC=C1)COCCOCCOCCOCCC1CCN(CC1)C1=CC=NC=C1 4-[4-(1-phenyl-2,5,8,11-tetraoxatridecan-13-yl)piperidin-1-yl]pyridine